[F-].C(CCCCCCCCC)[N+]1=CC(=CC=C1)CCCC 1-Decyl-3-butylpyridinium fluorid